CC=1C(=CC2=C(OCO2)C1)/C=C/C(=O)OC methyl (E)-3-(6-methyl-1,3-benzodioxol-5-yl)prop-2-enoate